5-((6-aminohexyl)oxy)-2-(2,6-dioxopiperidin-3-yl)-1H-benzo[de]isoquinoline-1,3(2H)-dione NCCCCCCOC=1C=C2C3=C(C(N(C(C3=CC=C2)=O)C2C(NC(CC2)=O)=O)=O)C1